C1(=CC=CC=C1)S(=O)(=O)NC(=O)C=1C(=NC(=CC1)N1N=C(C=C1)[Si](CCC(F)(F)F)(C)C)N1C(C[C@@H](C1)C)(C)C N-(Benzenesulfonyl)-6-[3-[Dimethyl(3,3,3-trifluoropropyl)Silyl]Pyrazol-1-yl]-2-[(4S)-2,2,4-trimethylpyrrolidin-1-yl]Pyridine-3-carboxamide